IC1=CC(=NC=C1)C(C(=O)N)(C)C 2-(4-iodo-2-pyridyl)-2-methyl-propanamide